F[P-](F)(F)(F)(F)F.[PH4+].N1CCCC1.N1CCCC1.N1CCCC1.[O] oxygen tripyrrolidine phosphonium hexafluorophosphate